4-[(1R,5S,6r)-6-[5-[(7-methyl-6-oxo-purin-1-yl)methyl]-1,2,4-oxadiazol-3-yl]-3-azabicyclo[3.1.0]hexan-3-yl]benzaldehyde CN1C=NC=2N=CN(C(C12)=O)CC1=NC(=NO1)C1[C@H]2CN(C[C@@H]12)C1=CC=C(C=O)C=C1